CC1(OB(OC1(C)C)C1=CC=C2CCN(CC2=C1)C(=O)C1=C(C(=CC(=C1C)C)C)C)C [7-(4,4,5,5-Tetramethyl-1,3,2-dioxaborolan-2-yl)-3,4-dihydro-1H-isoquinolin-2-yl]-(2,3,5,6-tetramethylphenyl)methanone